2-bromo-7-(pyrrolidin-1-yl)pyrazolo[1,5-a]Pyrimidine-5-carboxylic acid methyl ester COC(=O)C1=NC=2N(C(=C1)N1CCCC1)N=C(C2)Br